FC(OC=1C=C(C=CC1)C=1C=C2CCC(C2=CC1)NC(O[C@@H]1CN2CCC1CC2)=O)(F)F (S)-quinuclidin-3-yl (5-(3-(trifluoromethoxy)phenyl)-2,3-dihydro-1H-inden-1-yl)carbamate